O1COC(=C1)C(=O)N [1,3]Dioxole-4-carboxamide